((4-(tert-butoxycarbonyl)piperazin-2-yl)methoxy)-6-chloro-2-methoxynicotinic acid C(C)(C)(C)OC(=O)N1CC(NCC1)COC=1C(=NC(=C(C(=O)O)C1)OC)Cl